O1CC(=CC1)C1=CC=2C(=NC=C(C2)C(=O)NC=2C(=NC=C(C2)NC(CN2[C@H](CCC2)C)=O)C)N1 (S)-2-(2,5-dihydrofuran-3-yl)-N-(2-methyl-5-(2-(2-methylpyrrolidin-1-yl)acetamido)pyridin-3-yl)-1H-pyrrolo[2,3-b]pyridine-5-carboxamide